N,N-diethyl-1-methylpiperidin-4-carboxamide oxalate C(C(=O)O)(=O)O.C(C)N(C(=O)C1CCN(CC1)C)CC